COC(=O)C1=C(OC2=C1C=C(C=C2)O)C2CC2.BrC=2C=C(N(C1=CC=CC=C1)C1=CC=CC=C1)C=C(C2)Cl 3-bromo-5-chloro-N,N-diphenyl-aniline methyl-2-cyclopropyl-5-hydroxybenzofuran-3-carboxylate